CC(CCC1=CC(=CC(=N1)N1C(C2=CC(=CC(=C2C1)C(F)(F)F)CNC1(CCC1)C)=O)C1(CCC1)CC1=NN=CN1C)(C)C 2-(6-(3,3-dimethylbutyl)-4-(1-((4-methyl-4H-1,2,4-triazol-3-yl)methyl)cyclobutyl)pyridin-2-yl)-6-(((1-methylcyclobutyl)amino)methyl)-4-(trifluoromethyl)isoindolin-1-one